OB1OCC2=C1C=C(C=C2)C(=O)N[C@@H](CC(=O)OC)C(=O)OC Dimethyl (1-hydroxy-1,3-dihydrobenzo[c][1,2]oxaborole-6-carbonyl)-L-aspartate